guanidinium tosylacetate S(=O)(=O)(C1=CC=C(C)C=C1)CC(=O)[O-].NC(=[NH2+])N